(3S)-3-({2-[(6-methoxy-2-methyl-1,2,3,4-tetrahydroisoquinolin-7-yl)amino]quinazolin-7-yl}amino)-1-methylpyrrolidin-2-one COC=1C=C2CCN(CC2=CC1NC1=NC2=CC(=CC=C2C=N1)N[C@@H]1C(N(CC1)C)=O)C